O=C1NC(CCC1N1C(C2=CC=C(C=C2C1=O)CN1CCC(=CC1)C=1SC=CC1)=O)=O 2-(2,6-dioxopiperidin-3-yl)-5-((4-(thiophen-2-yl)-3,6-dihydropyridin-1(2H)-yl)methyl)isoindoline-1,3-dione